COCCN1C2=C(N=C3C(N(C(N=C13)=O)C1=CC=CC=C1)=O)C=CC=C2 10-(2-Methoxyethyl)-3-phenylbenzo[g]pteridine-2,4-dione